[Cl-].NCCN1C=[N+](C=C1)C=C 1-(2'-aminoethyl)-3-vinylimidazolium chloride